[Au].N1C(=O)NC(=O)C1 hydantoin gold salt